FC(C)(F)C1=NC=CC(=N1)NC1=CC(=NC=C1C1=NN(C=C1)CC)NC(C)=O N-(4-((2-(1,1-difluoroethyl)pyrimidin-4-yl)amino)-5-(1-ethyl-1H-pyrazol-3-yl)pyridin-2-yl)acetamide